CN(C)CC1=CC=C(C=C1)NC(NC1=CC=CC=C1)=O 3-{4-[(dimethylamino)-methyl]phenyl}-1-phenylurea